C(#C)[C@H]1C[C@H](C1)C(=O)OC(C)(C)C tert-butyl cis-3-ethynylcyclobutanecarboxylate